C(C)(C)(C)OC(=O)N1C[C@@H](CC1)N1C=NC(=C1C(=O)OC)Cl methyl (R)-1-(1-(tert-butoxycarbonyl)pyrrolidin-3-yl)-4-chloro-1H-imidazole-5-carboxylate